4-fluoro-5-(1H-imidazol-1-yl)-2-(5-(1-(piperidin-4-yl)vinyl)pyrazin-2-yl)phenol FC1=CC(=C(C=C1N1C=NC=C1)O)C1=NC=C(N=C1)C(=C)C1CCNCC1